Cl.C1(=CC(=CC=C1)CC1NCC2(CC2)C1NS(=O)(=O)C)C1=CC=CC=C1 N-(6-([1,1'-biphenyl]-3-ylmethyl)-5-azaspiro[2.4]heptan-7-yl)methanesulfonamide hydrochloride